1-Dodecyl-1-butylpyrrolidinium chlorid [Cl-].C(CCCCCCCCCCC)[N+]1(CCCC1)CCCC